N-(6-aminohexyl)-γ-aminopropyl-trimethoxysilane NCCCCCCNCCC[Si](OC)(OC)OC